[Cl-].[Zr+4].[Cl-].[Li+] lithium chloride zirconium chloride